OC(C(C(=O)O)CC)O 2-(dihydroxymethyl)butyric acid